SCCC[Si](OC)(OC)OC 3-mercaptopropyltrimethoxysilan